C(N)(=O)C1=NC=CC(=C1)OC1=CC(=C(C=C1)NC(=O)NC1=CC(=NN1C=1C=C2C=CC=NC2=CC1)C(C)C)F 1-(4-(2-carbamoyl-pyridin-4-yloxy)-2-fluorophenyl)-3-(3-isopropyl-1-(quinolin-6-yl)-1H-pyrazol-5-yl)urea